C(C)OC1OC2=CC=CC=C2C[C@@H]1NC([C@H](CC1=CC=CC=C1)NC(=O)N1CCN(CC1)C)=O N-((2S)-1-(((3S)-2-ethoxychroman-3-yl)amino)-1-oxo-3-phenylpropan-2-yl)-4-methylpiperazine-1-carboxamide